5-(1-(2,2-Difluoroethyl)-2-methyl-1H-benzo[d]imidazol-6-yl)-N-((3S,4R)-4-fluoro-1-methylpyrrolidin-3-yl)-4-methoxypyrrolo[2,1-f][1,2,4]triazin-2-amine FC(CN1C(=NC2=C1C=C(C=C2)C=2C=CN1N=C(N=C(C12)OC)N[C@H]1CN(C[C@H]1F)C)C)F